C(C)(C)(C)C1=NN(C=C1C1=CC2=C(C(NC=3C(CCCC23)=O)=O)S1)C(=O)OCC1=C(C(=CC=C1[N+](=O)[O-])OC)C (3-methoxy-2-methyl-6-nitrophenyl)methanol tert-butyl-4-(4,6-dioxo-5,7,8,9-tetrahydrothieno[2,3-c]quinolin-2-yl)pyrazole-1-carboxylate